N-hydroxy-3-((2-(2-pentadecyl-4,5-dihydro-1H-imidazol-1-yl)ethyl)amino)propanamide ONC(CCNCCN1C(=NCC1)CCCCCCCCCCCCCCC)=O